N1=CC(=CC=C1)C(=O)OCCN1CCN(CC1)CC1=C(C(=C(C=C1)OC)OC)OC 2-[4-[(2,3,4-TRIMETHOXYPHENYL)METHYL]PIPERAZIN-1-YL]ETHYL PYRIDINE-3-CARBOXYLATE